(R)-methyl phenylsulfinylacetate C1(=CC=CC=C1)[S@](=O)CC(=O)OC